N1=C(C=CC=C1)C(=O)ON(C1=NC=CC(=C1)OC=1C(=NN(C1)C1CC1)C1CCOCC1)C methyl-((4-((1-cyclopropyl-3-(tetrahydro-2H-pyran-4-yl)-1H-pyrazol-4-yl) oxy) pyridin-2-yl) amino) picolinate